C(=O)C(C)[C@H]1CC[C@H]2[C@@H]3CCC4=CC(CC[C@]4(C)[C@H]3CC[C@]12C)=O 20-formyl-pregn-4-ene-3-one